1-(4-Chlorophenyl)-N-[(6-chloropyridin-3-yl)methyl]-5-oxopyrrolidin-3-carboxamid ClC1=CC=C(C=C1)N1CC(CC1=O)C(=O)NCC=1C=NC(=CC1)Cl